FC([C@H](CCCCCC)O)(F)F (S)-1-(trifluoromethyl)heptanol